FC(C1=NN(C=C1N1N=CC=C1N1CCOCC1)C1CCC2(CN(C2)C2CCC(CC2)OCCCC2=C3C(=NN(C3=CC=C2)C2C(NC(CC2)=O)=O)C)CC1)F N-(3-(difluoromethyl)-1-(2-(4-(3-(1-(2,6-dioxopiperidin-3-yl)-3-methyl-1H-indazol-4-yl)propoxy)cyclohexyl)-2-azaspiro[3.5]nonan-7-yl)-1H-pyrazol-4-yl)-5-morpholinylpyrazole